1-(2-fluoroethyl)quinolin-4(1H)-one FCCN1C=CC(C2=CC=CC=C12)=O